C12CN(CC2C1)C1=CC=C(C=C1)[C@H](C)N1N=CC2=C(C=CC(=C12)C(=O)[O-])C#CC.[Li+] lithium 1-((1S)-1-(4-(3-azabicyclo[3.1.0]hex-3-yl) phenyl) ethyl)-4-(propan-1-yn-1-yl)-1H-indazole-7-carboxylate